CC1CCN(CC1)CC1=CNC2=CC(=CC=C12)C=O 3-((4-methylpiperidin-1-yl)methyl)-1H-indol-6-carbaldehyde